1-(2-((2-(dimethylcarbamoyl)benzo[b]thiophen-3-yl)amino)-2-oxoethyl)-1-(2-(isoxazol-3-ylamino)-2-oxoethyl)azepan-1-ium CN(C(=O)C1=C(C2=C(S1)C=CC=C2)NC(C[N+]2(CCCCCC2)CC(=O)NC2=NOC=C2)=O)C